COC(C(C)(C)N=NC(C(=O)OC)(C)C)=O.C(#N)C(C)(C)N=NC(=O)N 1-[(1-cyano-1-methylethyl)azo]formamide dimethyl-2,2'-azobis(2-methylpropionate)